2-(3-(Dimethylamino)propoxy)-5-(3'-methyl-2'-oxo-2',3'-dihydrospiro[cyclopropane-1,1'-pyrrolo[2,3-c]quinolin]-8'-yl)nicotinamide CN(CCCOC1=C(C(=O)N)C=C(C=N1)C1=CC=2C3=C(C=NC2C=C1)N(C(C31CC1)=O)C)C